(R)-8-(1-((2-(isopropylsulfonyl)phenyl)amino)ethyl)-3,6-dimethyl-2-morpholinoquinazolin-4(3H)-one C(C)(C)S(=O)(=O)C1=C(C=CC=C1)N[C@H](C)C=1C=C(C=C2C(N(C(=NC12)N1CCOCC1)C)=O)C